COC=1C=CC=CC1OC 3,4-dimethoxybenzene